tert-butyl 1,6-diazaspiro[3.3]heptane-1-carboxylate oxalic acid salt C(C(=O)O)(=O)O.N1(CCC12CNC2)C(=O)OC(C)(C)C